3-(2-bromophenyl)propan-2-yn-1-ol BrC1=C(C=CC=C1)C#CCO